(R)-2-Cyclopropyl-6,7-dimethoxy-N-(1-(3-((3,4,5-trimethoxyphenyl)amino)phenyl)ethyl)quinazoline-4-amine C1(CC1)C1=NC2=CC(=C(C=C2C(=N1)N[C@H](C)C1=CC(=CC=C1)NC1=CC(=C(C(=C1)OC)OC)OC)OC)OC